(2,6-Dichloropyridin-4-yl)methyl O-butyl-L-serinate hydrochloride Cl.C(CCC)OC[C@H](N)C(=O)OCC1=CC(=NC(=C1)Cl)Cl